NC1=NC=2C=C(C(=CC2C2=C1C=NN2C)C(=O)N(C2COC1=C2C=CC(=C1)C(F)(F)F)C=1C=NN(C1)C)F 4-amino-7-fluoro-1-methyl-N-(1-methyl-1H-pyrazol-4-yl)-N-(6-(trifluoromethyl)-2,3-dihydrobenzofuran-3-yl)-1H-pyrazolo[4,3-c]quinolin-8-carboxamide